4-bromo-2-((2-(trimethylsilyl)ethoxy)methyl)-2H-1,2,3-triazole BrC1=NN(N=C1)COCC[Si](C)(C)C